(((1r,4r)-4-amino-1-(trifluoromethyl)cyclohexyl)oxy)ethan-1-ol NC1CCC(CC1)(C(F)(F)F)OC(C)O